FC(C)(F)C1=NC=2C(=NC(=CC2)C(F)(F)F)N1C=1C=C2C=NNC2=C(C1)C 1,1-Difluoroethyl-3-(7-methyl-1H-indazol-5-yl)-5-(trifluoromethyl)imidazo[4,5-b]pyridine